CSC1=NC(=C(C(=N1)O)[N+](=O)[O-])O 2-(Methylthio)-5-nitropyrimidine-4,6-diol